N1=C(C=CC=C1)S(=O)(=O)N pyridine-2-sulfonamide